C(C)(C)(C)[Si](OC1=CC(=C(C=C1)C1(CN(C1)C=1C=C(C#N)C=CN1)O)Cl)(C)C 2-(3-(4-((tertbutyldimethylsilyl)oxy)-2-chlorophenyl)-3-hydroxyazetidin-1-yl)isonicotinonitrile